CN1N=C(C=C1C(=O)N[C@@H](C)C1=NC(=NO1)C1=CC(=NC=C1)CS(=O)(=O)C)C(F)(F)F 2-methyl-N-[(1S)-1-[3-[2-(methylsulfonylmethyl)-4-pyridyl]-1,2,4-oxadiazol-5-yl]ethyl]-5-(trifluoromethyl)pyrazole-3-carboxamide